N-(3-methoxy-4-(1-methyl-1H-pyrazol-4-yl)phenyl)-7-((tetrahydrofuran-2-yl)methyl)-7H-pyrrolo[2,3-d]pyrimidin-2-amine COC=1C=C(C=CC1C=1C=NN(C1)C)NC=1N=CC2=C(N1)N(C=C2)CC2OCCC2